CCCCC[C@@H](/C=C/[C@@H]1[C@H]([C@H](CC1=O)O)C/C=C\\CCCC(=O)OCC(CO)O)O The molecule is a 1-monoglyceride resulting from the condensation of the carboxy group of prostaglandin D2 with the 1-hydroxy group of glycerol. It has a role as a human metabolite. It is a prostaglandins D, an alicyclic ketone, a 1-monoglyceride and a secondary allylic alcohol. It derives from a prostaglandin D2.